tert-butyl N-[3-methyl-5-[[2-[5-methyl-2-(3-pyridyl)-1-piperidyl]-2-oxo-acetyl]amino]-2-pyridyl]carbamate CC=1C(=NC=C(C1)NC(C(=O)N1C(CCC(C1)C)C=1C=NC=CC1)=O)NC(OC(C)(C)C)=O